(R)-2-((5-(2-(6-((2,2-dimethoxyethyl)(methyl)amino)-2-methylhex-3-yl)-2,6-diazaspiro[3.4]oct-6-yl)-1,2,4-triazin-6-yl)oxy)-N-ethyl-5-fluoro-N-isopropylbenzamide fumarate C(\C=C\C(=O)O)(=O)O.COC(CN(CCC[C@H](C(C)C)N1CC2(C1)CN(CC2)C=2N=CN=NC2OC2=C(C(=O)N(C(C)C)CC)C=C(C=C2)F)C)OC